BrC1=NC(=CC(=C1)C#CCOC)Cl 2-bromo-6-chloro-4-(3-methoxyprop-1-yn-1-yl)pyridine